C[Si](C1(C[C@H](N)C(=O)O)C(C=CC=C1)[Si](C)(C)C)(C)C.[O] oxygen ortho-di-(trimethylsilyl)phenylalanine